Benzyl 3-(((benzyloxy) carbonyl) (methyl) amino)-4-morpholino-4-oxobutyrate C(C1=CC=CC=C1)OC(=O)N(C(CC(=O)OCC1=CC=CC=C1)C(=O)N1CCOCC1)C